N1CCC(CC1)C(C)=O 1-(piperidin-4-yl)ethan-1-one